NC1=NC2=CC=CC=C2C=C1.[Al] aluminum aminoquinoline